C(OC(C)OC=1N=NC(=CC1C(C([2H])([2H])[2H])(C([2H])([2H])[2H])[2H])OC1=C(C=C(C=C1Cl)N1N=C(C(NC1=O)=O)C#N)Cl)(OC(C)C)=O 1-((6-(2,6-dichloro-4-(6-cyano-3,5-dioxo-4,5-dihydro-1,2,4-triazin-2(3H)-yl)phenoxy)-4-(propan-2-yl-d7)pyridazin-3-yl)oxy)ethyl isopropyl carbonate